tert-butyl 4-[1-[(3S)-2,6-dioxo-3-piperidyl]-3,4-dihydro-2H-quinolin-5-yl]piperazine-1-carboxylate O=C1NC(CC[C@@H]1N1CCCC2=C(C=CC=C12)N1CCN(CC1)C(=O)OC(C)(C)C)=O